C(C1=CC=CC=C1)NC(N(C1=CC=C(C=C1)N1C=NC=C1)[C@@H]1CC[C@H](CC1)NC1=NC=C(C=C1)C#N)=O 3-benzyl-1-(trans-4-((5-cyanopyridin-2-yl)amino)cyclohexyl)-1-(4-(1H-imidazol-1-yl)phenyl)urea